3-phenyl-N-(o-tolyl)propanamide C1(=CC=CC=C1)CCC(=O)NC1=C(C=CC=C1)C